NC1CCC(CC1)CN1C(=NC2=C(N=NC(=C21)N2CCCC2)N)CCCC 3-[(4-aminocyclohexyl)methyl]-2-butyl-4-pyrrolidin-1-yl-imidazo[4,5-d]pyridazin-7-amine